COC1=C(C=C2C(=NC=NC2=C1)C=1C(=NN(C1)C)C1=CC=CC=C1)C1(N(CC1)C)C(=O)N (7-methoxy-4-(1-methyl-3-phenyl-1H-pyrazol-4-yl)quinazolin-6-yl)-1-methylazetidine-2-carboxamide